ClC1=C(C=C(C=C1)C(F)F)C=1C(=CC(N(C1)CC=1OC(=NN1)C)=O)C(=O)NC=1SC(=CN1)C#CC1CC1 5-(2-chloro-5-(difluoromethyl)phenyl)-N-(5-(cyclopropylethynyl)thiazol-2-yl)-1-((5-methyl-1,3,4-oxadiazol-2-yl)methyl)-2-oxo-1,2-dihydropyridine-4-carboxamide